4,5,6-Trichloropyrimidine ClC1=NC=NC(=C1Cl)Cl